di(octenyl) succinate C(CCC(=O)OC=CCCCCCC)(=O)OC=CCCCCCC